methyl-N-(beta-aminoethyl)-gamma-aminopropyl-triethoxysilane CC(C)O[Si](OCC)(OCC)CCCNCCN